8-fluoro-2,5-dimethyl-6-nitro-4,5-dihydro-2H-[1,2,3]triazolo[4,5-c]quinoline-4,4-d2 FC1=CC=2C=3C(C(N(C2C(=C1)[N+](=O)[O-])C)([2H])[2H])=NN(N3)C